N[C@@H](CNC1=NC(=C2C(=N1)N(N=C2)C)NCC(C)(F)F)C2=CC=CC=C2 N6-[(2R)-2-amino-2-phenyl-ethyl]-N4-(2,2-difluoropropyl)-1-methyl-pyrazolo[3,4-d]pyrimidine-4,6-diamine